FC1=CC2=C(N(C(N=C2N2[C@H](CN(CC2)C(=O)OC(C)(C)C)C)=O)C2=C(C=CC=C2C)C(C)C)N=C1C1=C(C=CC=2C=COC21)F tert-butyl (3S)-4-(6-fluoro-7-(6-fluorobenzofuran-7-yl)-1-(2-isopropyl-6-methylphenyl)-2-oxo-1,2-dihydropyrido[2,3-d]pyrimidin-4-yl)-3-methylpiperazine-1-carboxylate